5-(ethoxydimethylsilyl)bicyclo[2.2.1]hept-2-ene C(C)O[Si](C1C2C=CC(C1)C2)(C)C